2H-tetrazole-5-carboxylate N=1NN=NC1C(=O)[O-]